FC1=C(C=C(C=C1)F)[C@H]1N(CC[C@H](C1)NC)C(=O)N1CC2(CCCC2)[C@@H](CC1)CN1C(COCC1)=O ((R)-7-((2S,4R)-2-(2,5-Difluorophenyl)-4-(methylamino)piperidine-1-carbonyl)-7-azaspiro[4.5]decan-10-ylmethyl)morpholin-3-one